COC(C1=C(C=C(C(=C1)F)Br)N1CCC2(CC2)CC1)=O 4-bromo-5-fluoro-2-(6-azaspiro[2.5]octan-6-yl)benzoic acid methyl ester